BrCC1=NC(=CN=C1)Cl 2-(bromomethyl)-6-chloropyrazine